tert-butyl (3R)-4-[6-(2-{[(benzyloxy)carbonyl](methyl)amino}ethoxy)-2'-ethoxy-[2,3'-bipyridin]-5-yl]-3-ethylpiperazine-1-carboxylate C(C1=CC=CC=C1)OC(=O)N(CCOC1=C(C=CC(=N1)C=1C(=NC=CC1)OCC)N1[C@@H](CN(CC1)C(=O)OC(C)(C)C)CC)C